ClC1=CC(=NC=N1)N1CCC(CC1)CS(=O)(=O)N (1-(6-chloropyrimidin-4-yl)piperidin-4-yl)methanesulfonamide